(1R,2R,3R)-N-[7-chloro-6-[4-((3S,4S)-4-fluoro-3-methyl-tetrahydrofuran-3-yl)piperazin-4-ium-1-yl]-3-isoquinolinyl]-2-methyl-3-(2-pyridinyl)cyclopropanecarboxamide ClC1=C(C=C2C=C(N=CC2=C1)NC(=O)[C@@H]1[C@@H]([C@H]1C1=NC=CC=C1)C)N1CC[NH+](CC1)[C@]1(COC[C@H]1F)C